N-[3-(1,1-difluoropropyl)phenyl]-1-(1H-indazol-6-yl)-3-methyl-5-oxo-4H-pyrazole-4-carboxamide FC(CC)(F)C=1C=C(C=CC1)NC(=O)C1C(=NN(C1=O)C1=CC=C2C=NNC2=C1)C